3-(8-(3,4-Dimethoxyphenyl)-2-imino-3-methyl-2,3-dihydro-1H-imidazo[4,5-c]quinolin-1-yl)-4-methylbenzonitrile COC=1C=C(C=CC1OC)C1=CC=2C3=C(C=NC2C=C1)N(C(N3C=3C=C(C#N)C=CC3C)=N)C